1-(but-3-yn-1-yl)pyridin-2(1H)-one C(CC#C)N1C(C=CC=C1)=O